The molecule is a monocarboxylic acid anion resulting from the deprotonation of the carboxy group of 4-sulfanylbutanoic acid. The major species at pH7.3. It is a conjugate base of a 4-sulfanylbutanoic acid. C(CC(=O)[O-])CS